4-(2,6-difluorophenyl)-3,6-dihydropyridine-1(2H)-carboxylic acid tert-butyl ester C(C)(C)(C)OC(=O)N1CCC(=CC1)C1=C(C=CC=C1F)F